C(C)(C)(C)OC(NCCC1=CNC2=CC=C(C=C12)O)=O (2-(5-hydroxy-1H-indol-3-yl)ethyl)carbamic acid tert-butyl ester